1-ethyl-5-(4,4,5,5-tetramethyl-1,3,2-dioxaborolan-2-yl)pyrimidin-2-amine C(C)N1C(N=CC(=C1)B1OC(C(O1)(C)C)(C)C)N